C1(CC1)C(=O)N1C[C@@H](C[C@@H]1CNC(C1=CC=C(C=C1)C#CC#CC1=CC=CC=C1)=O)NC(=O)[C@H]1N(C[C@H](C1)F)C(=O)OC(C)(C)C tert-butyl (2S,4S)-2-(((3R,5R)-1-(cyclopropanecarbonyl)-5-((4-(phenylbuta-1,3-diyn-1-yl)benzamido)methyl)pyrrolidin-3-yl)carbamoyl)-4-fluoropyrrolidine-1-carboxylate